C1(=CC=CC=C1)[Sn](C1=CC=CC=C1)(C1=CC=CC=C1)C1=CC=CC=C1 tetraphenyl-tin